9-bromo-4,7-dimethylpyrazolo[1,5-a]quinazolin-5(4H)-one BrC=1C=C(C=C2C(N(C=3N(C12)N=CC3)C)=O)C